3-Chloro-N-(pyridin-2-ylmethyl)butanamide ClC(CC(=O)NCC1=NC=CC=C1)C